3-(4-amino-2-(trifluoromethyl)imidazo[2,1-f][1,2,4]triazin-7-yl)-N-(2-cyanoethyl)-N-cyclopropyl-4-methylbenzenesulfonamide NC1=NC(=NN2C1=NC=C2C=2C=C(C=CC2C)S(=O)(=O)N(C2CC2)CCC#N)C(F)(F)F